5-bromo-3-(methylsulfonyl)thiophene-2-carboxamide BrC1=CC(=C(S1)C(=O)N)S(=O)(=O)C